Octadecyl-4-hydroxy-3,5-dimethylbenzylmercaptoacetat C(CCCCCCCCCCCCCCCCC)OC(CSCC1=CC(=C(C(=C1)C)O)C)=O